N2-[(benzyloxy)carbonyl]-N-(2-oxo-2-phenylethyl)-L-alaninamide C(C1=CC=CC=C1)OC(=O)N[C@@H](C)C(=O)NCC(C1=CC=CC=C1)=O